BrC1=C(OCC(C)(O)C)C=C(C=C1)NC=1C=NN(C1)CCF 1-(2-bromo-5-((1-(2-fluoroethyl)-1H-pyrazol-4-yl)amino)phenoxy)-2-methylpropan-2-ol